C(C1=CC=C(C(=O)OCCO)C=C1)(=O)OCCO bis(β-hydroxyethyl) terephthalate